FC(C1CCNCCO1)(F)F 7-(trifluoromethyl)-1,4-oxazepane